CN1N=CC=2C1=NC=C(C2)C(=O)O 1-methylpyrazolo[3,4-b]pyridine-5-carboxylic acid